(S)-3-(4-fluorobiphenyl-3-yl)-3-(3-(4-hydroxy-1-methyl-2-oxo-1,2-dihydropyridin-3-yl)ureido)propanoic acid FC1=C(C=C(C=C1)C1=CC=CC=C1)[C@H](CC(=O)O)NC(=O)NC=1C(N(C=CC1O)C)=O